[(7-bromo-3,3-dimethyl-2,3-dihydro-1-benzofuran-4-yl)oxy][tris(1-methylethyl)]silane BrC1=CC=C(C=2C(COC21)(C)C)O[Si](C(C)C)(C(C)C)C(C)C